C(C)(C)(C)OC(=O)NC=1C=C(C(=NC1)N1N=CC(=N1)C(=O)O)Cl 2-(5-((tert-butoxycarbonyl)amino)-3-chloropyridin-2-yl)-2H-1,2,3-triazole-4-carboxylic acid